ethyl 2-cyano-3-(1-methyl-2-phenyl-1H-indol-3-yl)acrylate C(#N)C(C(=O)OCC)=CC1=C(N(C2=CC=CC=C12)C)C1=CC=CC=C1